N-((1s,3s)-3-hydroxy-3-methylcyclobutyl)-2-(1-isopropyl-4-oxobenzo[4,5]thieno[2,3-d]pyridazin-3(4H)-yl)acetamide OC1(CC(C1)NC(CN1N=C(C2=C(C1=O)SC1=C2C=CC=C1)C(C)C)=O)C